7-(3,4-dimethoxyphenyl)-N-(2-fluoro-4-methoxyphenyl)pyrazolo[1,5-a]pyrimidine-2-carboxamide COC=1C=C(C=CC1OC)C1=CC=NC=2N1N=C(C2)C(=O)NC2=C(C=C(C=C2)OC)F